OC1=C(C=O)C(=CC=C1)O.[Na] sodium 2,6-dihydroxy-benzaldehyde